CC(C)[C@@H]([C@H](CC=C)C)S(=O)(=O)N (3S,4S)-2,4-DIMETHYLHEPT-6-ENE-3-SULFONAMIDE